COC(=O)C1=NC=NN1[C@@H](C(F)(F)F)C.C[SiH](NC(C)(C)C)C dimethyl-(t-butylamino)silane Methyl-(R)-1-(1,1,1-trifluoropropan-2-yl)-1H-1,2,4-triazole-5-carboxylate